6-((4-((tert-Butyldiphenylsilyl)oxy)butyl)(methyl)amino)-9-(2-(((1R*,2R*)-2-(octanoyl-oxy)cyclohexyl)thio)ethyl)-3-pentyltetradecyl octanoate C(CCCCCCC)(=O)OCCC(CCC(CCC(CCCCC)CCS[C@H]1[C@@H](CCCC1)OC(CCCCCCC)=O)N(C)CCCCO[Si](C1=CC=CC=C1)(C1=CC=CC=C1)C(C)(C)C)CCCCC |o1:27,28|